FC1=C(CNC2=NC=CC(=N2)C2=C(N=CN2CC(F)(F)F)C2=CC=C(C=C2)F)C=CC=C1 N-(2-Fluorobenzyl)-4-(4-(4-fluorophenyl)-1-(2,2,2-trifluoroethyl)-1H-imidazol-5-yl)pyrimidin-2-amine